CC1(OC=2C=C(C=C(C2[C@H]2[C@H]1CC=C(C2)C)O)CCCCC(F)(F)F)C (6Ar,10aR)-6,6,9-trimethyl-3-(5,5,5-trifluoropentyl)-6a,7,10,10a-tetrahydrobenzo[c]chromen-1-ol